NC=1C(=NC(=NC1C(NC1=CC=CC2=CC=CC(=C12)C)=O)OC[C@H]1N(CCC1)C)N1CCN(CC1)C(=O)OCC1=CC=CC=C1 benzyl (S)-4-(5-amino-6-((8-methylnaphthalen-1-yl)carbamoyl)-2-((1-methylpyrrolidin-2-yl)methoxy)pyrimidin-4-yl)piperazine-1-carboxylate